C1(=CC=C(C=C1)C1=CC=2C3(C4=CC(=CC=C4C2C=C1)C1=CC=C(C=C1)C1=CC=CC=C1)C1=CC(=CC=C1C=1C=CC(=CC13)C1=CC=C(C=C1)C1=CC=CC=C1)C1=CC=C(C=C1)C1=CC=CC=C1)C1=CC=CC=C1 2,2',7,7'-tetrakis(biphenyl-4-yl)-9,9'-spirobifluorene